2,4-dimethyl-rhamnose C[C@@](C=O)(O)[C@H](O)[C@@](O)([C@@H](O)C)C